1-(trimethylsilylethynyl)-2-naphthol C[Si](C)(C)C#CC1=C(C=CC2=CC=CC=C12)O